1,1,3,3-tetramethyl-2-[3-(tris(prop-1-en-2-yloxy)silyl)propyl]guanidine CN(C(=NCCC[Si](OC(=C)C)(OC(=C)C)OC(=C)C)N(C)C)C